FC(OC1=CC=C(C(=O)N2CCC(CC2)C2=C3C(=NC=C2)NC(=N3)C3CCC(NC3)=O)C=C1)(F)F 5-[7-[1-[4-(Trifluoromethoxy)benzoyl]-4-piperidyl]-3H-imidazo[4,5-b]pyridin-2-yl]piperidin-2-one